BrC=1C=2C(C=3C(NC(NC3C1)=O)=O)=CN(N2)C 4-bromo-2-methyl-2H,6H,7H,8H,9H-pyrazolo[4,3-f]quinazoline-7,9-dione